3-(6-isobutylisoquinolin-1-yl)-2-naphthoic acid ethyl ester C(C)OC(=O)C1=CC2=CC=CC=C2C=C1C1=NC=CC2=CC(=CC=C12)CC(C)C